C(C#CC)(=O)N1[C@@H](CC(CC1)N1C=NC=2C(=NC=3C(=C(C(=CC3C21)C)C2=CC=CC1=CC=CC(=C21)Cl)F)N2CC(C2)(C)N(C)C)CC#N 2-((2S)-1-(but-2-ynoyl)-4-(7-(8-chloronaphthalen-1-yl)-4-(3-(dimethylamino)-3-methylazetidin-1-yl)-6-fluoro-8-methyl-1H-imidazo[4,5-c]quinolin-1-yl)piperidin-2-yl)acetonitrile